ClC=1C2=C(N=C(N1)SC)SC(=N2)C 7-chloro-2-methyl-5-(methylthio)thiazolo[5,4-d]pyrimidine